C(C)(=O)NCCNC1C=2N(CCC1)N=C(C2)C(=O)NC=2C(=C(C=CC2)C2=C(C(=CC=C2)NC(C2=NC=C(C=C2)CN2C[C@@H](CC2)O)=O)Cl)Cl 4-((2-acetamidoethyl)amino)-N-(2,2'-dichloro-3'-(5-(((R)-3-hydroxypyrrolidin-1-yl)methyl)picolinamido)-[1,1'-biphenyl]-3-yl)-4,5,6,7-tetrahydropyrazolo[1,5-a]pyridine-2-carboxamide